7-(pyrimidin-5-yl)benzo[e][1,2,4]triazine-1,4-dioxide N1=CN=CC(=C1)C1=CC2=C([N+](=CN=[N+]2[O-])[O-])C=C1